Lysine-d4 N([C@@](C(CCCN)[2H])(C(=O)O)[2H])([2H])[2H]